C(C)(C)(C)OC(=O)N1CC(C(=CC1)B(O)O)(C)C (1-(tert-butoxycarbonyl)-3,3-dimethyl-1,2,3,6-tetrahydropyridin-4-yl)boronic acid